O=C(C(=O)NC=1C2=C(C=NC1)C=NN2)N2[C@H](CC[C@@H](C2)C)C=2C=CC1=C(N=C(S1)C1CCN(CC1)CC)C2 2-oxo-N-(1H-pyrazolo[4,3-c]pyridin-7-yl)-2-[(2R,5S)-2-[2-(1-ethyl-4-piperidyl)-1,3-benzothiazol-5-yl]-5-methyl-1-piperidyl]acetamide